ClC1=CC=C2C=CC=C(C2=C1)O 7-Chloronaphthalen-1-ol